C(CCCCCCC)(=O)[NH-] caprylyl-amide